CC=1N=C(C2=CC=CC=C2C1)C(C)(C)NC(C[C@H]1N(CCC1)C)=O (S)-N-(2-(3-methylisoquinolin-1-yl)propan-2-yl)-2-(1-methyl-pyrrolidin-2-yl)acetamide